OC=1C(=NC=CC1OC)C(=O)N[C@H](C(=O)OC(C)C1(CCC1)C1=CC=C(C=C1)Br)C 1-[1-(4-bromophenyl)-cyclobutyl]ethyl (2S)-2-[(3-hydroxy-4-methoxy-pyridine-2-carbonyl)amino]propanoate